C(=O)O.FCCN1C[C@@H](CCC1)NC(CN1N=C(N2C(C1=O)=CC1=C2SC=C1)C(C)C)=O (R)-N-(1-(2-fluoroethyl)piperidin-3-yl)-2-(8-isopropyl-5-oxothieno[3',2':4,5]pyrrolo[1,2-d][1,2,4]triazin-6(5H)-yl)acetamide formate